N-(3-cyano-1-N-propyl-1H-indol-5-yl)isonicotinamide C(#N)C1=CN(C2=CC=C(C=C12)NC(C1=CC=NC=C1)=O)CCC